8-[(1R)-1-[(2-Benzylsulfanyl-6-chloro-3-pyridyl)amino]ethyl]-3,6-dimethyl-2-phenyl-chromen-4-one C(C1=CC=CC=C1)SC1=NC(=CC=C1N[C@H](C)C=1C=C(C=C2C(C(=C(OC12)C1=CC=CC=C1)C)=O)C)Cl